[Cl-].[Cl-].C[SiH](C)[Zr+2](C1C(=CC2=C(C=C(C=C12)C)C)C)C1C(=CC2=C(C=C(C=C12)C)C)C dimethylsilylbis(2,4,6-trimethyl-1-indenyl)zirconium dichloride